(S)-4-Fluoro-5-(2-hydroxypropan-2-yl)-N'-(((R)-3-methyl-1,2,3,5,6,7-hexahydrodicyclopenta[b,e]pyridin-8-yl)carbamoyl)thiophene-2-sulfonimidamide FC=1C=C(SC1C(C)(C)O)[S@](=O)(N)=NC(NC1=C2C(=NC3=C1CCC3)[C@@H](CC2)C)=O